C(C1CO1)OCCC[Zr](OC)(OC)OC glycidoxypropyltrimethoxyzirconium(IV)